ClC1=NC(=C(C2=C1CN1[C@@H](CO2)CN(CC1)C(=O)OC(C)(C)C)Cl)C1=C(C=CC=C1OC)Cl tert-butyl (6aR)-1,4-dichloro-3-(2-chloro-6-methoxyphenyl)-6a,7,9,10-tetrahydro-12H-pyrazino[2,1-c]pyrido[3,4-f][1,4]oxazepine-8(6H)-carboxylate